C(C(=C)C)(=O)OC(CC1OCC(=C1O)O)O 2-(3,4-dihydroxy-2,5-dihydrofuranyl)-1-hydroxyethyl methacrylate